C(C)(C)(C)OC(N(CC1=CC=C(C=C1)OC)C1=NC=CC(=C1)CCBr)=O [4-(2-bromoethyl)pyridin-2-yl](4-methoxybenzyl)carbamic acid tert-butyl ester